NCCOC(C=C)=O aminoethylacrylate